FC1=C(C#N)C=C(C=C1)OC=1C(=C2C=CN(C2=CC1F)S(=O)(=O)C1=CC=C(C)C=C1)C 2-Fluoro-5-((6-fluoro-4-methyl-1-tosyl-1H-indol-5-yl)oxy)benzonitrile